O1C(OCC1)C1CCN(CC1)C=1C=CC(=NC1)C(=O)OC methyl 5-[4-(1,3-dioxolan-2-yl)piperidin-1-yl]pyridine-2-carboxylate